C(C=C)(=O)N1[C@H](CN(CC1)C=1C2=C(N=C(N1)N1[C@@H](CCC1)CO)CN(C2)C2CC1=CC=CC3=CC=CC2=C13)CC#N 2-((2S)-1-acryloyl-4-(6-(1,2-dihydroacenaphthylen-1-yl)-2-((S)-2-(hydroxymethyl)pyrrolidin-1-yl)-6,7-dihydro-5H-pyrrolo[3,4-d]pyrimidin-4-yl)piperazin-2-yl)acetonitrile